FC=1C=C(CN2C(=NC3=C2C=CC=C3)N3C[C@@H](CCC3)N)C=CC1F (R)-1-(1-(3,4-Difluorobenzyl)-1H-benzo[d]imidazol-2-yl)piperidin-3-amin